OC1(CC(C1)C(=O)N1CC2(C1)CCC(CC2)C2=NC(=CC(=C2)C)OC(C)C)C ((1s,3s)-3-Hydroxy-3-methylcyclobutyl)(7-(6-isopropoxy-4-methylpyridin-2-yl)-2-azaspiro[3.5]nonan-2-yl)methanon